5-carboxy-6-methyl-bicyclo[2.2.1]hept-2-ene C(=O)(O)C1C2C=CC(C1C)C2